4-amino-2,6-difluorobenzaldehyde NC1=CC(=C(C=O)C(=C1)F)F